[Cl-].[Zn+2].[Cl-] Zinc(II) chloride